O[C@H]1[C@@H](N(C1)C1=NC(=CC(=C1)C=1C=C(C=CC1C)NC(=O)N1C[C@@H](CC1)CC(F)(F)F)N1CCOCC1)C (S)-N-(3-(2-(trans-3-hydroxy-2-methylazetidin-1-yl)-6-morpholinopyridin-4-yl)-4-methylphenyl)-3-(2,2,2-trifluoroethyl)pyrrolidine-1-carboxamide